[N+](=O)([O-])C1=C(C=CC(=C1)[N+](=O)[O-])NN=CCCCCC hexanal-2,4-dinitrophenylhydrazone